5-[[(3S)-1-[2-oxo-2-[(2S,4S)-2-cyano-4-fluoro-pyrrolidin-1-yl]ethyl]pyrrolidin-3-yl]amino]quinoline-8-carbonitrile O=C(CN1C[C@H](CC1)NC1=C2C=CC=NC2=C(C=C1)C#N)N1[C@@H](C[C@@H](C1)F)C#N